2-(2,5-dimethyl-1H-pyrrol-1-yl)thiazolo[4,5-b]pyridine-6-carboxylic acid CC=1N(C(=CC1)C)C=1SC=2C(=NC=C(C2)C(=O)O)N1